(S)-10-ethyl-13-fluoro-2,3,4,4a,5,6-hexahydro-1H,12H-pyrazino[1',2':5,6][1,5]oxazocino[2,3-g]quinoxalin-11(14H)-one C(C)C=1C(NC2=C(C3=C(C=C2N1)OCC[C@@H]1N(C3)CCNC1)F)=O